(4R,5'S)-1'-(methyl-L-leucyl)-2-oxo-1,2-dihydrospiro[benzo[d][1,3]oxazine-4,3'-pyrrolidine]-5'-carboxamide CN[C@@H](CC(C)C)C(=O)N1C[C@@]2(C[C@H]1C(=O)N)C1=C(NC(O2)=O)C=CC=C1